ClC1=NC=CC=C1C=1CCN(CC1)C(=O)OC(C)(C)C tert-butyl 2-chloro-3',6'-dihydro-[3,4'-bipyridine]-1'(2'H)-carboxylate